C(C1=CC=CC=C1)(=O)OCNC(C1=CC=CC=C1)=O N-(benzoyloxymethyl)benzamide